ClC1=CC(=C(C#N)C=C1)[C@@]1(C[C@@H](C1)O)[2H] 4-chloro-2-((cis)-3-hydroxycyclobutyl-1-d)benzonitrile